O=C1NC(CCC1N1C(C2=CC=C(C=C2C1)N1CCC(CC1)CN1CCN(CC1)C(=O)OC(C)(C)C)=O)=O tert-butyl 4-[[1-[2-(2,6-dioxo-3-piperidyl)-1-oxo-isoindolin-5-yl]-4-piperidyl]methyl]piperazine-1-carboxylate